N,N-dimethyl-8-amino-1,2,3,4-tetrahydro-2-dibenzo-furanamine hydrochloride Cl.CN(C1CC2=C(OC3=C2C=C(C=C3)N)CC1)C